C(C)(=O)NNC(=O)C=1C(=NC(=C(C1C1=CC=C(S1)C(=O)NCC1=CC(=C(C=C1)F)F)C#N)OC(C)C)CCC1=CC=C(C=C1)F 5-[3-(acetamidocarbamoyl)-5-cyano-2-[2-(4-fluorophenyl)ethyl]-6-isopropoxy-4-pyridyl]-N-[(3,4-difluorophenyl)methyl]thiophene-2-carboxamide